N1N=NC(=C1)CNC1=CC=C(C=C1)C1CCN(CC1)C1CCN(CC1)C(=O)OCC1=CC(=CC(=C1)Cl)Cl 3,5-dichlorobenzyl 4-(4-(((1H-1,2,3-triazol-4-yl)methyl)amino)phenyl)-[1,4'-bipiperidine]-1'-carboxylate